(R)-1,2,3,4-tetrahydronaphthalen-2-amine C1[C@@H](CCC2=CC=CC=C12)N